ethyl 4-((tert-butoxycarbonyl) amino)-5-(4,4,5,5-tetramethyl-1,3,2-dioxaborolan-2-yl)-1-((2-(trimethylsilyl) ethoxy) methyl)-1H-pyrrole-2-carboxylate C(C)(C)(C)OC(=O)NC=1C=C(N(C1B1OC(C(O1)(C)C)(C)C)COCC[Si](C)(C)C)C(=O)OCC